[7-pyrimidin-2-yl-3-[5-[2-(trifluoromethyl)pyridin-3-yl]sulfanyl-1H-imidazo[4,5-b]pyrazin-2-yl]-3-azabicyclo[4.1.0]heptan-7-yl]methanamine N1=C(N=CC=C1)C1(C2CCN(CC12)C1=NC=2C(=NC=C(N2)SC=2C(=NC=CC2)C(F)(F)F)N1)CN